[(3S)-3-(1,2,4-Triazol-4-yl)pyrrolidin-1-yl]-[3-[5-[1-(trifluoromethyl)cyclopropyl]-1,2,4-oxadiazol-3-yl]azetidin-1-yl]methanone N=1N=CN(C1)[C@@H]1CN(CC1)C(=O)N1CC(C1)C1=NOC(=N1)C1(CC1)C(F)(F)F